1-(5-bromo-1-((2-(trimethylsilyl)ethoxy)methyl)-1H-indazol-3-yl)ethan-1-one BrC=1C=C2C(=NN(C2=CC1)COCC[Si](C)(C)C)C(C)=O